OC1=CC(=CC2=CC=CC=C12)NC1=NC=C(C(=N1)NC=1C=CC2=C(NC(O2)=O)C1)C 5-[2-(4-Hydroxy-naphthalen-2-ylamino)-5-methyl-pyrimidin-4-ylamino]-3H-benzooxazol-2-one